C1=CC=CC=2C34CC=CC=C3C(=CC12)NCC4 9,4b-(epiminoethano)phenanthrene